COC(=O)C=1N=COC1.C1(CC1)N1CC=CC=C1 1-cyclopropyl-1H-pyridine Methyl-oxazole-4-carboxylate